6-cyano-1-(cyclohexylmethyl)-7-(5,7-dihydro-6H-pyrrolo[3,4-b]pyridin-6-yl)-4-oxo-1,4-dihydro-1,8-naphthyridine-3-carboxylic acid C(#N)C=1C=C2C(C(=CN(C2=NC1N1CC2=NC=CC=C2C1)CC1CCCCC1)C(=O)O)=O